(2-ethoxycyclopropyl)(2-(4-phenyl-1H-imidazol-2-yl)piperidin-1-yl)butanone C(C)OC1C(C1)C(C(CC)=O)N1C(CCCC1)C=1NC=C(N1)C1=CC=CC=C1